(R)-(4-(1,3-Dioxoisoindolin-2-yl)butan-2-yl)carbamic acid tert-butyl ester C(C)(C)(C)OC(N[C@H](C)CCN1C(C2=CC=CC=C2C1=O)=O)=O